C(CC)N[SiH](CC)CC (Propylamino)diethylsilane